C(C)(C)(C)OC(=O)N1CC=2N(CC1)C(=C(N2)C(NC)=O)CC2=C(C=C(C=C2)F)C(F)(F)F (4-fluoro-2-(trifluoromethyl)benzyl)-2-(methylcarbamoyl)-5,6-dihydroimidazo[1,2-a]pyrazine-7(8H)-carboxylic acid tert-butyl ester